3-iodo-4-methyl-1-[4-(trifluoromethyl)phenyl]pyrazole IC1=NN(C=C1C)C1=CC=C(C=C1)C(F)(F)F